2-butyl-6-amino-2H-benzo[e][1,3]oxazin-4(3H)-one C(CCC)C1OC2=C(C(N1)=O)C=C(C=C2)N